2-cyclohexyl-1-[2-(2-pyrimidinylthio)-9H-carbazol-3-yl]-ethanone 1-(O-acetyloxime) C(C)(=O)ON=C(CC1CCCCC1)C=1C(=CC=2NC3=CC=CC=C3C2C1)SC1=NC=CC=N1